NC1=NC=2C=C(C=CC2C2=C1N=C(N2)[C@H]2CN(CC2)C(=O)OC(C)(C)C)C2=NNC=C2 tert-Butyl (R)-3-(4-amino-7-(1H-pyrazol-3-yl)-1H-imidazo[4,5-c]quinolin-2-yl)pyrrolidine-1-carboxylate